3-(3-((2-((3-fluorobenzyl)oxy)pyrimidin-5-yl)methyl)isoxazol-5-yl)pyridin-2-amine FC=1C=C(COC2=NC=C(C=N2)CC2=NOC(=C2)C=2C(=NC=CC2)N)C=CC1